O1C(CCCC1)OCC=1N=NN(C1)CCCN 3-(4-(((tetrahydro-2H-pyran-2-yl)oxy)methyl)-1H-1,2,3-triazol-1-yl)propan-1-amine